tert-butyl (3-(4-(2-chloro-3-fluoropyridin-4-yl)-1,2-dimethyl-1H-imidazol-5-yl)oxetan-3-yl)carbamate ClC1=NC=CC(=C1F)C=1N=C(N(C1C1(COC1)NC(OC(C)(C)C)=O)C)C